C(C)C1=CC2=C(C(C=3NC4=CC(=CC=C4C3C2=O)SCC)(C)C)C=C1N1CCC(CC1)N1CCOCC1 9-Ethyl-3-ethylsulfanyl-6,6-dimethyl-8-(4-morpholine-4-yl-piperidine-1-yl)-5,6-dihydro-benzo[b]carbazole-11-one